C(CCCCCCC#C)(=O)O 8-nonynoic acid